butyl 4-(5-cyclopropyl-7H-pyrrolo[2,3-d]pyrimidin-4-yl)piperazine-1-carboxylate C1(CC1)C1=CNC=2N=CN=C(C21)N2CCN(CC2)C(=O)OCCCC